[Na+].C(=O)([O-])C=1C=C(C=CC1)S(=O)(=O)[O-].[Na+] m-carboxybenzenesulfonic acid sodium salt